1,3-bis(2-naphthoxy)propane C1=C(C=CC2=CC=CC=C12)OCCCOC1=CC2=CC=CC=C2C=C1